[K+].CN1N=C2C=CC=C(C2=C1)C(=O)[O-] 2-methyl-2H-indazole-4-carboxylic acid potassium salt